pyrazolo[1,5-a]pyrrole-3-carbonitrile N1C=C(C=2N1C=CC2)C#N